3-bromo-N,N-dimethylpropan-1-amine hydrochloride Cl.BrCCCN(C)C